C(#N)C=1C=C(C=CC1)N1N=C(C=C1C(=O)NC1=C(C(=CC=C1)C(C1=CC=CC=C1)NCC1CC1)F)C(F)(F)F 1-(3-cyanophenyl)-N-(3-((cyclopropylmethylamino)(phenyl)methyl)-2-fluorophenyl)-3-(trifluoromethyl)-1H-pyrazole-5-carboxamide